2-chloro-N-cyclobutyl-4-[[(3,4-dimethylpyrimido[4',5':4,5]thieno[2,3-c]pyridazin-8-yl)amino]methyl]benzamide ClC1=C(C(=O)NC2CCC2)C=CC(=C1)CNC1=NC=NC2=C1SC=1N=NC(=C(C12)C)C